6-Fluoro-1-methyl-2-(6-trifluoromethoxy-benzothiazol-2-ylamino)-1H-benzoimidazole-5-carboxylic acid dimethylcarbamoylmethyl-amide CN(C(=O)CNC(=O)C1=CC2=C(N(C(=N2)NC=2SC3=C(N2)C=CC(=C3)OC(F)(F)F)C)C=C1F)C